6-(2-(6-((3r,5r)-3-amino-5-fluoropiperidine-1-carbonyl)-3-methylbenzofuran-2-yl)-1-(cyclopropylmethyl)-1H-pyrrolo[2,3-b]pyridin-6-yl)isoindolin-1-one N[C@H]1CN(C[C@@H](C1)F)C(=O)C1=CC2=C(C(=C(O2)C2=CC=3C(=NC(=CC3)C3=CC=C4CNC(C4=C3)=O)N2CC2CC2)C)C=C1